5-[4-amino-5-(trifluoromethyl)pyrrolo[2,1-f][1,2,4]triazin-7-yl]-N-[(3R,4S)-4-fluoro-1-(2-fluoro-2-methylpropanoyl)pyrrolidin-3-yl]-2-methylbenzamide NC1=NC=NN2C1=C(C=C2C=2C=CC(=C(C(=O)N[C@@H]1CN(C[C@@H]1F)C(C(C)(C)F)=O)C2)C)C(F)(F)F